BrC=1C=C(N2N=CN=C(C21)N)CC 5-bromo-7-ethylpyrrolo[2,1-f][1,2,4]triazin-4-amine